O(Cl)Cl.[O] oxygen oxychloride